C[C@]1(CCC[C@@]2([C@@H]1[C@@H]([C@]34[C@H]2CC[C@](C3)(C(=C)C4)O)C(=O)[O-])CO)C(=O)[O-] The molecule is a dicarboxylic acid anion obtained by deprotonation of both carboxy groups of gibberellin A44 (diacid form). It is a gibberellin carboxylic acid anion and a dicarboxylic acid dianion. It is a conjugate base of a gibberellin A44 diacid.